epichlorohydrin oleate C(CCCCCCC\C=C/CCCCCCCC)(=O)O.C(Cl)C1CO1